FC1=C(OC2CCN(CC2)C2=CC(=NC=C2[N+](=O)[O-])OC)C=CC(=C1)F 4-(4-(2,4-difluorophenoxy)piperidin-1-yl)-2-methoxy-5-nitropyridine